CC=1N=C(C=2N(C1)C=CC2)N2CC(CC2)NC(=O)C=2N=CN(C2)C2=CC=CC=C2 1-phenyl-1H-imidazole-4-carboxylic acid [1-(3-methyl-pyrrolo[1,2-a]pyrazin-1-yl)-pyrrolidin-3-yl]-amide